C(C)(C)(C)C=1C(=NN2C(=NN=CC21)C2=NOC(=C2)C)OC[C@]2([C@H]1[C@]34C=5C(=C(C=CC5C[C@H]([C@@H]3C=C2)N(C)CC4)O)O1)O 6-((3-tert-butyl-7-(5-methylisoxazol-3-yl)pyrazolo[1,5-d][1,2,4]triazin-2-yl-oxy)methyl)(morphine)